(2R,4R)-6-chloro-4-hydroxy-N-(3-{4-[3-(trifluoromethoxy)azetidine-1-carbonyl]-1H-pyrazol-1-yl}bicyclo[1.1.1]pentan-1-yl)-3,4-dihydro-2H-1-benzopyran-2-carboxamide ClC=1C=CC2=C([C@@H](C[C@@H](O2)C(=O)NC23CC(C2)(C3)N3N=CC(=C3)C(=O)N3CC(C3)OC(F)(F)F)O)C1